tert-butyl [(4-carbamothioylbicyclo[2.2.2]octan-1-yl)methyl]carbamate C(N)(=S)C12CCC(CC1)(CC2)CNC(OC(C)(C)C)=O